2-[7-(2,4-difluoro-6-isopropoxy-phenyl)-4-(trifluoromethylsulfonyloxy)thieno[3,2-c]pyridin-6-yl]-6,7-dihydro-4H-thiazolo[5,4-c]pyridine-5-carboxylic acid tert-butyl ester C(C)(C)(C)OC(=O)N1CC2=C(CC1)N=C(S2)C2=C(C1=C(C(=N2)OS(=O)(=O)C(F)(F)F)C=CS1)C1=C(C=C(C=C1OC(C)C)F)F